7-(5,6,7,8-tetrahydronaphthalene-1-yl)quinoline-3-carbonitrile C1(=CC=CC=2CCCCC12)C1=CC=C2C=C(C=NC2=C1)C#N